tert-butyl 4-[3-(2,4-dioxohexahydropyrimidin-1-yl)-1-methyl-indazol-6-yl]-3,3-difluoro-piperidine-1-carboxylate Palladium [Pd].O=C1N(CCC(N1)=O)C1=NN(C2=CC(=CC=C12)C1C(CN(CC1)C(=O)OC(C)(C)C)(F)F)C